C(=O)(OC(C)(C)C)N1C[C@@H]([C@H](CC1)N)O (3S,4S)-N-BOC-4-amino-3-hydroxypiperidine